O1C=CC(C2=C1C=CC=C2)=O benzo-pyran-4-on